3-hydroxyphenylboronic acid OC=1C=C(C=CC1)B(O)O